(2-(4-methylpiperazin-1-yl)ethyl)pyrazolo[1,5-a]quinazolin-5-amine CN1CCN(CC1)CCC1=NN2C(N=C(C3=CC=CC=C23)N)=C1